C(C)(C)N1CCN(CC1)CC1=CC=C(C=C1)C=1C=C(C2=C(N(C(=N2)C2=CC=C(C=C2)S(=O)(=O)C)C)C1)C 6-(4-((4-Isopropylpiperazin-1-yl)methyl)phenyl)-1,4-dimethyl-2-(4-(methylsulfonyl)phenyl)-1H-benzo[d]imidazol